5-methyl-5-phenylhydantoin CC1(C(NC(N1)=O)=O)C1=CC=CC=C1